N(C(=O)C)NC(=O)C=1C=C(C=CC1F)S(=O)(=O)N(C)CC1=CC=C(C=C1)OC 3-(acetaminocarbamoyl)-4-fluoro-N-[(4-methoxyphenyl)methyl]-N-methyl-benzenesulfonamide